N-(bicyclo[1.1.1]pent-1-yl)-6-[3-(4-mesyl-2-anisidino)-1-propynyl]-1-(2,2,2-trifluoroethyl)-1H-benzo[d]imidazole-4-carboxamide C12(CC(C1)C2)NC(=O)C2=CC(=CC=1N(C=NC12)CC(F)(F)F)C#CCNC=1C(OC)=CC=C(C1)S(=O)(=O)C